N-[1-[2-(4-benzylpiperazin-1-yl)-2-oxoethyl]-3-[5-chloro-2-(difluoromethoxy)phenyl]-1H-pyrazol-4-yl]Pyrazolo[1,5-a]Pyrimidine-3-carboxamide C(C1=CC=CC=C1)N1CCN(CC1)C(CN1N=C(C(=C1)NC(=O)C=1C=NN2C1N=CC=C2)C2=C(C=CC(=C2)Cl)OC(F)F)=O